4-methyl-6,7-dihydro-5H-cyclopenta[b]pyridin-6-amine CC1=C2C(=NC=C1)CC(C2)N